5,6-dihydro-2H-pyridine-1-carboxylate N1(CC=CCC1)C(=O)[O-]